N2-(3-(5-(cyclopropylmethoxy)pyridin-2-yl)-1,2,4-thiadiazol-5-yl)-N3,N3-dimethylpyridine-2,3-diamine C1(CC1)COC=1C=CC(=NC1)C1=NSC(=N1)NC1=NC=CC=C1N(C)C